2-methyl-8-nitroquinolin-3-amine CC1=NC2=C(C=CC=C2C=C1N)[N+](=O)[O-]